2-(2,6-dioxopiperidin-3-yl)-4-((2-(methylamino)ethyl)amino)isoindoline-1,3-dione hydrochloride Cl.O=C1NC(CCC1N1C(C2=CC=CC(=C2C1=O)NCCNC)=O)=O